tert-Butyl (2S,4R)-4-(4-amino-6-bromo-5-(((R)-1-phenylethyl)carbamoyl)-7H-pyrrolo[2,3-d]pyrimidin-7-yl)-2-methylpyrrolidine-1-carboxylate NC=1C2=C(N=CN1)N(C(=C2C(N[C@H](C)C2=CC=CC=C2)=O)Br)[C@@H]2C[C@@H](N(C2)C(=O)OC(C)(C)C)C